FC1=C(C=C(C=C1N1C=CC=C1)F)[Ti]C1=C(C(=CC(=C1)F)N1C=CC=C1)F bis(2,5-difluoro-3-(1H-pyrrol-1-yl)-phenyl)titanium